NC1=NC=C(C=C1C1=CN(C(C=C1)=O)C(C)C)C=1C=C2CC(N(C2=CC1)C)=O 5-(2-amino-1'-isopropyl-6'-oxo-1',6'-dihydro-[3,3'-bipyridine]-5-yl)-1-Methylindolin-2-one